COC(CCCCNCCCOCCOCCOCCCNCCCCC)=O 10,13,16-trioxa-6,20-diaza-pentacosan-1-oic acid methyl ester